C(#N)C1=CNC2=C1C=NC(=C2C2=NC1=C(N2)C=CC(=C1OCC(F)F)C1CCN(CC1)C(=O)[O-])OC 4-(2-(3-cyano-6-methoxy-1H-pyrrolo[3,2-c]pyridin-7-yl)-4-(2,2-difluoroethoxy)-1H-benzo[d]imidazol-5-yl)piperidine-1-carboxylate